F[C@](C(=O)N1[C@@H]([C@H]2[C@@H](C1)CCC2)C(=O)N[C@@H](C[C@@H]2C(NCC2)=O)C(CF)=O)(C)C2=CC(=CC=C2)F (1S,3aS,6aR)-2-((R)-2-fluoro-2-(3-fluorophenyl)propanoyl)-N-((S)-4-fluoro-3-oxo-1-((R)-2-oxopyrrolidin-3-yl)butan-2-yl)octahydrocyclopenta[c]pyrrole-1-carboxamide